O[C@@]1(COCCC1)CNC1=NC=C(C=2N=CN(C(C21)=O)C)C2=CC=C(C=C2)C(F)(F)F |r| racemic-5-(((3-hydroxytetrahydro-2H-pyran-3-yl)methyl)amino)-3-methyl-8-(4-(trifluoromethyl)phenyl)pyrido[4,3-d]pyrimidin-4(3H)-one